CN1C=NC(=C1)C(=O)OC methyl 1-methylimidazole-4-carboxylate